4-(1-Methoxy-1-methyl-ethyl)-2-azabicyclo[2.1.1]hexane hydrochloride Cl.COC(C)(C)C12CNC(C1)C2